bis(4-bromo-6-phenyl-1,3,5-triazin-2-yl)butane-1,4-diamine BrC1=NC(=NC(=N1)C1=CC=CC=C1)C(CCCN)(N)C1=NC(=NC(=N1)Br)C1=CC=CC=C1